NC=1C=C(C=CC1)C=1N=NC(=CC1)C1=CC(=CC=C1)N 3,6-bis(3-aminophenyl)pyridazine